CC=1N=CC2=C(CC=CC=3C2=CC=2C=NNC2C3)N1 3-methyl-5,9-dihydropyrimido[4',5':6,7]cyclohepta[1,2-f]indazole